(cis)-3-Fluoro-1-methylpiperidin-4-yl (8-amino-7-fluoro-6-(8-methyl-2,3-dihydro-1H-pyrido[2,3-b][1,4]oxazin-7-yl)isoquinolin-3-yl)carbamate NC=1C(=C(C=C2C=C(N=CC12)NC(O[C@@H]1[C@@H](CN(CC1)C)F)=O)C1=C(C2=C(OCCN2)N=C1)C)F